ethyl 2-(2,8-dichloro-9-(methylthio)-5-oxobenzo[b][1,8]naphthyridin-10(5H)-yl)acetate ClC=1C=CC=2C(C3=C(N(C2N1)CC(=O)OCC)C(=C(C=C3)Cl)SC)=O